tert-butyl-N-{2-[({2-methoxy-5-[3-(methylcarbamoyl)-1H-indazol-6-yl]pyridin-3-yl}-formamido)methyl]phenyl}-carbamate C(C)(C)(C)OC(NC1=C(C=CC=C1)CNC(=O)C=1C(=NC=C(C1)C1=CC=C2C(=NNC2=C1)C(NC)=O)OC)=O